(2,4-bis(trifluoromethyl)phenyl)pyrazolo[1,5-d][1,2,4]triazin-7(6H)-one FC(C1=C(C=CC(=C1)C(F)(F)F)C1=NN2C(NN=CC2=C1)=O)(F)F